C(C)N(CCOC(NC(CCC(=O)NCCCCCCCC\C=C/CCCCCCC)C(NCCCCCCCC\C=C/CCCCCCCC)=O)=O)CC.C(C)(C)C1=C(C(=O)NC=2SC(=CN2)[N+](=O)[O-])C=CC=C1 2-isopropyl-N-(5-nitrothiazol-2-yl)benzamide 2-(diethylamino)ethyl-N-[4-[[(Z)-heptadec-9-enyl]amino]-1-[[(Z)-octadec-9-enyl]carbamoyl]-4-oxo-butyl]carbamate